BrC=1C(=C(CNCCCNC2=CC(C3=C(N2)C=CS3)=O)C=C(C1)SC)OCCC1=CC=CC=C1 5-[3-(3-bromo-5-methylsulfanyl-2-phenethyloxy-benzylamino)-propylamino]-4H-thieno[3,2-b]pyridine-7-one